((3R,4R,5R,6R)-4,5-bis(benzyloxy)-6-((benzyloxy)methyl)tetrahydro-2H-pyran-3-yl)-5-(trifluoromethyl)-1,3,4-oxadiazole C(C1=CC=CC=C1)O[C@@H]1[C@@H](CO[C@@H]([C@@H]1OCC1=CC=CC=C1)COCC1=CC=CC=C1)C=1OC(=NN1)C(F)(F)F